C(CCCCCCCCCCCCCCSSCCCCCCCCCCCCCCC(O)O)(O)O dithiobis(pentadecanediol)